1-{2-[3-fluoro-5-(4-methyl-piperazin-1-yl)-phenylamino]-pyrimidin-4-yl}-1H-indole-3-carboxamide FC=1C=C(C=C(C1)N1CCN(CC1)C)NC1=NC=CC(=N1)N1C=C(C2=CC=CC=C12)C(=O)N